C(C)(C)(C)C1(COCC2=C1NC(C1=C2C=C(S1)C1=CC=NN1C)=O)O 4-(tert-butyl)-4-hydroxy-8-(1-methyl-1H-pyrazol-5-yl)-1,3,4,5-tetrahydro-6H-pyrano[4,3-b]thieno[3,2-d]pyridin-6-one